(R)-4-chloro-5-(3-((3-((4,4-difluorocyclohexyl)amino)pyridin-2-yl)oxy)pyrrolidin-1-yl)pyridazin-3(2H)-one ClC=1C(NN=CC1N1C[C@@H](CC1)OC1=NC=CC=C1NC1CCC(CC1)(F)F)=O